2-(3-(benzyloxy)-2-methyl-4-oxopyridin-1(4H)-yl)propionic acid C(C1=CC=CC=C1)OC1=C(N(C=CC1=O)C(C(=O)O)C)C